(3-fluoro-4-iodopyridin-2-yl)cyclopropane-1-carbonitrile FC=1C(=NC=CC1I)C1(CC1)C#N